3-[2-(2-methoxyphenoxy)ethylamino]propan-2-ol COC1=C(OCCNCC(C)O)C=CC=C1